C(CCCNC(CCCCCCC\C=C/CCCCCCCC)=O)NC(CCCCCCC\C=C/CCCCCCCC)=O N,N'-1,4-butanediylbis(oleamide)